C1CN(CCN1)C2=C(C(=CC=C2)Cl)Cl 2,3-dichlorophenylpiperazine